2-[4-(4,5-dioxaborolan-2-yl)pyrazol-1-yl]acetamide B1C(COO1)C=1C=NN(C1)CC(=O)N